C1(=CC=CC=C1)CCCCCCCC1=CC=CC=C1 1,7-Bisphenylheptan